5-((1R,5S,6r)-3-((tert-butyldiphenylsilyl)oxy)bicyclo[3.1.0]hexan-6-yl)-3-iodo-1-isopropyl-1H-1,2,4-triazole [Si](C1=CC=CC=C1)(C1=CC=CC=C1)(C(C)(C)C)OC1C[C@H]2C([C@H]2C1)C1=NC(=NN1C(C)C)I